1-octyl-3-methylimidazole C(CCCCCCC)N1CN(C=C1)C